isopentyl (S)-6-diazo-2-((S)-2-methoxypropanamido)-5-oxohexanoate [N+](=[N-])=CC(CC[C@@H](C(=O)OCCC(C)C)NC([C@H](C)OC)=O)=O